C(#N)[C@H](C[C@H]1C(NCC1)=O)NC([C@H](CC(C)C)NC(=O)C=1NC2=C(C=CC(=C2C1)OC)C(F)(F)F)=O N-[(2S)-1-({(1S)-1-cyano-2-[(3S)-2-oxopyrrolidin-3-yl]ethyl}amino)-4-methyl-1-oxopentan-2-yl]-4-methoxy-7-(trifluoromethyl)-1H-indole-2-carboxamide